ON(C1=C(C=C(C=C1)C)CC)O N,N-Dihydroxyethyl-p-toluidin